ClC1=CC=C2C(=N1)CN(C2)C2CC2 2-chloro-6-cyclopropyl-6,7-dihydro-5H-pyrrolo[3,4-b]Pyridine